NC[C@@H](C(F)F)O (2S)-3-amino-1,1-difluoropropan-2-ol